(methoxymethyl)pyrrolidine-1-carboxamide COCC1N(CCC1)C(=O)N